COC=1C=CC=C2CN(CNC12)CC#C 8-methoxy-3-(prop-2-ynyl)-1,2,3,4-tetrahydroquinazoline